2-(4-bromophenyl)-4-(3-tetrahydrothienylmethyl)-thieno[2,3-d]pyridazine-7-carboxamide BrC1=CC=C(C=C1)C1=CC=2C(=C(N=NC2CC2CSCC2)C(=O)N)S1